C=1(C(=CC=C2C=C3C=CC=CC3=CC12)S(=O)(=O)[O-])S(=O)(=O)[O-].[Li+].[Li+] lithium anthracenedisulfonate